C(C)(C)(C)C=1C=CC(=C(C=O)C1)O 5-(tert-butyl)-2-hydroxybenzaldehyde